FC=1C=2N(C=CC1)N=C(C2)[C@@H]2N(CCC1=C2N=CN1)C(=O)C=1OC(=NN1)C1=NN(C=C1)C (R)-(4-(4-fluoropyrazolo[1,5-a]pyridin-2-yl)-6,7-dihydro-1H-imidazo[4,5-c]pyridin-5(4H)-yl)(5-(1-methyl-1H-pyrazol-3-yl)-1,3,4-oxadiazol-2-yl)methanone